FC=1C=CC(=NC1)C(C(C)(C)OC)N (5-fluoropyridin-2-yl)-2-methoxy-2-methylpropan-1-amine